ClC1=CC(=C(C=C1)COC1=NC2=CC(=CC=C2C=C1)B1OC(C(O1)(C)C)(C)C)F 2-[(4-chloro-2-fluorophenyl)methoxy]-7-(4,4,5,5-tetramethyl-1,3,2-dioxaborolan-2-yl)quinoline